NC1=C(C=C(C=N1)C1=CC=C(C(=O)NCCN2CCOCC2)C=C1)OC(C)C1=C(C(=CC=C1F)F)Cl 4-{6-amino-5-[1-(2-chloro-3,6-difluoro-phenyl)-ethoxy]-pyridin-3-yl}-N-(2-morpholin-4-yl-ethyl)-benzamide